FC=1C=C(C=C(C1C=1N(C=C(N1)C(F)(F)F)C(C)C)OC)CN 3-fluoro-4-[1-isopropyl-4-(trifluoromethyl)imidazol-2-yl]-5-methoxyphenyl-methanamine